bis-(3-triethoxysilyl-1-propyl) ethyldithiophosphonate C(C)P(SCCC[Si](OCC)(OCC)OCC)(OCCC[Si](OCC)(OCC)OCC)=S